N1(CCCC1)CC1=CC=C(C=C1)C(C)=O 1-(4-(pyrrolidin-1-ylmethyl)phenyl)ethanone